FC1=C(C=CC(=C1)F)NC 2,4-difluorophenyl-methylamine